OCCNC(=O)C=1C(N(C2=NC(=CC=C2C1NC)C(F)(F)F)C1=CC=CC=C1)=O N-(2-hydroxyethyl)-4-(methylamino)-2-oxo-1-phenyl-7-(trifluoromethyl)-1,2-dihydro-1,8-naphthyridine-3-carboxamide